stearyl β-aminocrotonate N\C(=C/C(=O)OCCCCCCCCCCCCCCCCCC)\C